6-bromo-8-cyclopentyl-2-[5-(3,5-dimethyl-piperazine-1-sulfonyl)-pyridin-2-ylamino]-8H-pyrido[2,3-d]Pyrimidin-7-one BrC1=CC2=C(N=C(N=C2)NC2=NC=C(C=C2)S(=O)(=O)N2CC(NC(C2)C)C)N(C1=O)C1CCCC1